ClC=1C=CC(=C(C1)C1=C(C(=NC=C1)N1CC(CC1)(F)F)NC(=O)C=1C=NC(=NC1)C(C)C)F N-(4-(5-chloro-2-fluoro-phenyl)-2-(3,3-difluoro-pyrrolidin-1-yl)pyridin-3-yl)-2-isopropylpyrimidine-5-carboxamide